ClN1C=CC(=C1)C1=CC=CC=C1 chloro-4-phenyl-1H-pyrrole